(2-ethylhexyl)zinc (II) bromide [Br-].C(C)C(C[Zn+])CCCC